11-OXA-16-HEXADECANOLIDE C1(CCCCCCCCCOCCCCCO1)=O